C(C)N1N=CC(=C1)C(=O)N[C@H]1C[C@H](CCC1)NC1=CC(=NC2=CC=C(C=C12)F)C(F)(F)F 1-ethyl-N-[(1R,3S)-3-{[6-fluoro-2-(trifluoromethyl)quinolin-4-yl]amino}cyclohexyl]-1H-pyrazole-4-carboxamide